N-(3-ethyl-3,5,5-trimethylcyclohexyl)-3-(formylamino)-2-hydroxyl-benzamide C(C)C1(CC(CC(C1)(C)C)NC(C1=C(C(=CC=C1)NC=O)O)=O)C